NC1=C2C(=NC=N1)N(N=C2C=2C(=C(C=CC2)NS(=O)(=O)C2=C(C=C(C(=C2)Cl)OC)F)F)C2CCN(CC2)C N-{3-[4-amino-1-(1-methyl-piperidin-4-yl)-1H-pyrazolo[3,4-d]pyrimidin-3-yl]-2-fluoro-phenyl}-5-chloro-2-fluoro-4-methoxy-benzenesulfonamide